C(=O)(O)\C(=C/C(=O)[O-])\C(P(=O)(O)O)O (2E)-3-carboxy-4-hydroxy-4-phosphonobut-2-enoate